methyl 3-(4-hydroxy-3-iodo-5-methylphenyl)-1,2,4-oxadiazole-5-carboxylate OC1=C(C=C(C=C1C)C1=NOC(=N1)C(=O)OC)I